CC=1C=C(C=CC1S(=O)(=O)C)C1=NC=CC2=C1C=NN2C2OCCCC2 4-(3-methyl-4-(methylsulfonyl)phenyl)-1-(tetrahydro-2H-pyran-2-yl)-1H-pyrazolo[4,3-c]pyridine